CS(=O)(=O)OCC(F)(F)F trifluoroethyl methanesulfonate